p-dihydrocoumaroyl-CoA CC(C)(COP(=O)([O-])OP(=O)([O-])OC[C@@H]1[C@H]([C@H]([C@@H](O1)N2C=NC3=C(N=CN=C32)N)O)OP(=O)([O-])[O-])[C@H](C(=O)NCCC(=O)NCCSC(=O)CCC4=CC=C(C=C4)O)O